C(C)(C)(C)N1N=C(C=C1C1OCC(C1)O)NC=1C=CC2=C(CN(S2(=O)=O)CC2=CC=C(C=C2)OC)C1F 5-((1-(tert-butyl)-5-(4-hydroxytetrahydrofuran-2-yl)-1H-pyrazol-3-yl)amino)-4-fluoro-2-(4-methoxybenzyl)-2,3-dihydrobenzo[d]isothiazole 1,1-dioxide